BrC1=NN2C(C=NC=C2)=C1 2-bromopyrazolo[1,5-a]pyrazine